ClC=1C(=NC(=NC1)NC1=C(C=C(C=C1)N1CCC(CC1)N(C(CCCCCCCCCCCNC1=C2CN(C(C2=CC=C1)=O)C1C(NC(CC1)=O)=O)=O)C)OC)C1=CNC2=CC=CC=C12 N-(1-(4-((5-chloro-4-(1H-indol-3-yl)pyrimidin-2-yl)amino)-3-methoxy-phenyl)piperidin-4-yl)-12-((2-(2,6-dioxopiperidin-3-yl)-1-oxoisoindolin-4-yl)amino)-N-methyl-dodecanamide